10-trimethylundecanoic acid CC(CCCCCCCC(C)(C)C)C(=O)O